C1(=CC=CC=C1)[C@@H](C)NC(=O)C=1NC2=C(C=C3C(=NNC3=C2)C2=CC=NC=C2)N1 (R)-N-(1-phenylethyl)-3-(pyridin-4-yl)-1,7-dihydroimidazo[4,5-f]indazole-6-carboxamide